1-(6-chloro-1-(tetrahydro-2H-pyran-2-yl)-1H-pyrazolo[4,3-c]pyridin-3-yl)-5-methylpyrrolidin-3-ol ClC1=CC2=C(C=N1)C(=NN2C2OCCCC2)N2CC(CC2C)O